FC1=CC=C(CNC=2C3=C(N=C(N2)N2CCCCC2)C=NC=C3)C=C1 (4-fluorobenzyl)-(2-piperidin-1-yl-pyrido[3,4-d]pyrimidin-4-yl)-amine